C(=O)(O)C=1C=C(C=CC1C(=O)O)B(O)O 3,4-dicarboxyphenylboronic acid